ClC1=CC=2N(C(=C1)OC)C=C(N2)N(C)C 7-chloro-5-methoxy-N,N-dimethylimidazo[1,2-a]Pyridin-2-amine